BrC1=CC=C(C=C1)[C@]12[C@](C3=C(C=NC=C3OC)O1)([C@@H]([C@@H]([C@H]2C2=CC=CC=C2)C(=O)NCC(F)F)O)O |r| Rac-(4bS,5R,6R,7S,7aR)-7a-(4-bromophenyl)-N-(2,2-difluoroethyl)-4b,5-dihydroxy-4-methoxy-7-phenyl-4b,6,7,7a-tetrahydro-5H-cyclopenta[4,5]furo[2,3-c]pyridine-6-carboxamide